2,2-dichloro-3,3,3-trifluoropropionaldehyde ClC(C=O)(C(F)(F)F)Cl